(E)-6-(2-(1H-pyrazol-4-yl)vinyl)-N-methyl-N-(piperidin-4-yl)-1,8-naphthyridin-2-amine N1N=CC(=C1)/C=C/C=1C=C2C=CC(=NC2=NC1)N(C1CCNCC1)C